7-(bromomethyl)isoquinoline BrCC1=CC=C2C=CN=CC2=C1